copper-zinc-lead-aluminum [Al].[Pb].[Zn].[Cu]